(2-((2-(pyrrol-1-yl)ethyl)amino)-4-(trifluoromethoxy)benzyloxy)-1H-indazole-1-sulfonamide N1(C=CC=C1)CCNC1=C(COC2=NN(C3=CC=CC=C23)S(=O)(=O)N)C=CC(=C1)OC(F)(F)F